[2-(difluoromethoxy)-6-methoxy-4-[2-methyl-6-(1-methylpyrazol-4-yl)-4-[3-(oxan-2-yloxy)propoxy]indazol-3-yl]phenyl]-[3-hydroxy-3-(trifluoromethyl)azetidin-1-yl]methanone FC(OC1=C(C(=CC(=C1)C=1N(N=C2C=C(C=C(C12)OCCCOC1OCCCC1)C=1C=NN(C1)C)C)OC)C(=O)N1CC(C1)(C(F)(F)F)O)F